tert-butyl ((trans-4-carbamoylcyclohexyl)methyl)carbamate C(N)(=O)[C@@H]1CC[C@H](CC1)CNC(OC(C)(C)C)=O